Cl.FC1=CSC2=C1OCC(C2)N 3-fluoro-6,7-dihydro-5H-thieno[3,2-b]pyran-6-amine hydrochloride